O=C1NC(CCC1N1C(C2=CC=C(C=C2C1=O)N([C@H]1[C@H](CCC1)NC)C)=O)=O 2-(2,6-dioxopiperidin-3-yl)-5-(methyl((1R,2S)-2-(methylamino)cyclopentyl)amino)isoindoline-1,3-dione